5-amino-2-[(4-methoxyphenyl)methyl]-5H,6H,7H-pyrrolo[1,2-c]pyrimidine-1,3-dione NC1CCN2C(N(C(C=C21)=O)CC2=CC=C(C=C2)OC)=O